ClC[C@@H](CC(=O)N[C@H](C(=O)OC)CC)CCC Methyl (S)-2-((R)-3-(chloromethyl)hexanamido)butanoate